C(C)(C)(C)OC(=O)N1CCC(CC1)(C)N.CC1=C(C(=O)P(O)(O)=O)C(=CC(=C1)C)C.C1(=CC=CC=C1)[Li] phenyl-lithium (2,4,6-trimethyl-benzoyl)phosphonate tert-butyl-4-amino-4-methylpiperidine-1-carboxylate